prop-2-en-1-yl-L-glutamate C(C=C)N[C@@H](CCC(=O)[O-])C(=O)[O-]